[4-(2-aminopyridin-3-yl)phenyl](3-methoxyphenyl)methanone NC1=NC=CC=C1C1=CC=C(C=C1)C(=O)C1=CC(=CC=C1)OC